2-methoxypyridine-4-carbothioamide COC1=NC=CC(=C1)C(N)=S